(R)-1-isopropyl-N-(1-methyl-cyclopropyl)-4-((2-methylthiazol-5-yl)methyl)-5-oxo-1,2,4,5-tetrahydroimidazo[1,2-a]-quinazoline-7-sulfonamide C(C)(C)[C@@H]1CN=C2N1C1=CC=C(C=C1C(N2CC2=CN=C(S2)C)=O)S(=O)(=O)NC2(CC2)C